ClC=1C=C(C#N)C=C(C1)C1=NC=NC(=C1)N1N=CC=C1 3-chloro-5-[6-(1H-pyrazol-1-yl)pyrimidin-4-yl]benzonitrile